propyl ((2,6-dihydroxy-5'-methyl-4-pentyl-2'-(prop-1-en-2-yl)-1',2',3',4'-tetrahydro-[1,1'-biphenyl]-3-yl)methyl)(methyl)carbamate OC1=C(C(=CC(=C1CN(C(OCCC)=O)C)CCCCC)O)C1C(CCC(=C1)C)C(=C)C